(2S,4R)-1-[(2S)-2-amino-3,3-dimethylbutyryl]-4-hydroxy-N-[[4-(4-methyl-1,3-thiazol-5-yl)phenyl]methyl]pyrrolidine-2-carboxamide hydrochloride Cl.N[C@H](C(=O)N1[C@@H](C[C@H](C1)O)C(=O)NCC1=CC=C(C=C1)C1=C(N=CS1)C)C(C)(C)C